({6-[(1,3-benzothiazol-2-yl)amino]-5-methylpyridazin-3-yl}(ethyl)amino)-1,3-thiazole-4-carboxylic acid S1C(=NC2=C1C=CC=C2)NC2=C(C=C(N=N2)N(CC)C=2SC=C(N2)C(=O)O)C